1-methylhexyl-(5-chloro-8-hydroxyquinolinyloxy) acetate C(C)(=O)OOC1=NC2=C(C=CC(=C2C=C1C(CCCCC)C)Cl)O